C1(=CC=CC=C1)[C@H](C)NC1CCCC=2C3=CC(=CC=C3NC12)C1=CSC=C1 N-((S)-1-phenylethyl)-6-(thiophen-3-yl)-2,3,4,9-tetrahydro-1H-carbazol-1-amine